FC1=CC=C(C=C1)C=1C=C(C(=NC1)N1NC=2C(=CC1C)N=C(N2)C(F)(F)F)SCC2=CC=CC=C2 2-(5-(4-fluorophenyl)-3-benzylsulfanylpyridin-2-yl)-3-methyl-6-trifluoromethyl-3H-imidazo[4,5-c]pyridazine